C(C)OC1=CC=C(C=N1)C1=CN=CC(=N1)C(=O)N/N=C/C1=CC(=CC(=C1)OC)C(C)O (E)-6-(6-ethoxypyridin-3-yl)-N'-(3-(1-hydroxyethyl)-5-methoxybenzylidene)pyrazine-2-carbohydrazide